lead tin silver indium [In].[Ag].[Sn].[Pb]